tert-Butyl 3-amino-4-bromo-pyrazole-1-carboxylate NC1=NN(C=C1Br)C(=O)OC(C)(C)C